5-((4-(4-(1,2-bis(4-hydroxyphenyl)but-1-en-1-yl)phenyl)piperazin-1-yl)methyl)-2-(2,6-dioxopiperidin-3-yl)isoindoline-1,3-dione OC1=CC=C(C=C1)C(=C(CC)C1=CC=C(C=C1)O)C1=CC=C(C=C1)N1CCN(CC1)CC=1C=C2C(N(C(C2=CC1)=O)C1C(NC(CC1)=O)=O)=O